C(CCC)[NH+](CCCCCCCCCCCCCCCCCCCC)CCCC N,N-dibutyl-N-eicosylammonium